4-(4-aminophenyl)-4-oxobutanoic acid NC1=CC=C(C=C1)C(CCC(=O)O)=O